3-((3-bromophenyl)thio)quinoxaline-2-carboxamide BrC=1C=C(C=CC1)SC=1C(=NC2=CC=CC=C2N1)C(=O)N